4-fluoro-N,N-diphenylaniline FC1=CC=C(N(C2=CC=CC=C2)C2=CC=CC=C2)C=C1